ClC1=C(C=C(C=C1NC1=NC=2N(C(=N1)NC1CC1)N=CC2C#N)C#N)N2[C@H](CN(CC2)CC(=O)O)C (S)-2-(4-(2-chloro-5-cyano-3-((8-cyano-4-(cyclopropylamino)pyrazolo[1,5-a][1,3,5]triazin-2-yl)amino)phenyl)-3-methylpiperazin-1-yl)acetic acid